NC1=CC(=NC(=C1C#N)C=1SC=CN1)C=1SC=CN1 4-amino-2,6-bis(thiazol-2-yl)nicotinonitrile